6-amino-1-[(1S)-1-phenylethyl]-7-(trifluoromethyl)-3,4-dihydroquinolin-2-one NC=1C=C2CCC(N(C2=CC1C(F)(F)F)[C@@H](C)C1=CC=CC=C1)=O